tert-butyl 2-(4-carbamoylbenzyl)-3-(4-(3,4-dichlorophenyl)-5-isobutylthiazol-2-ylamino)propanoate C(N)(=O)C1=CC=C(CC(C(=O)OC(C)(C)C)CNC=2SC(=C(N2)C2=CC(=C(C=C2)Cl)Cl)CC(C)C)C=C1